ClC=1C(=NC(=NC1)NC1=NC=C(C=C1)N1CCN(CC1)C)NCC1=CC=C(C=C1)OC 5-chloro-N4-(4-methoxybenzyl)-N2-(5-(4-methylpiperazin-1-yl)pyridin-2-yl)pyrimidine-2,4-diamine